(S)-1-(4'-methoxy-[1,1'-biphenyl]-4-yl)-3-(pyrrolidin-3-yl)-1,3-dihydro-2H-imidazo[4,5-b]pyridin-2-one hydrochloride Cl.COC1=CC=C(C=C1)C1=CC=C(C=C1)N1C(N(C2=NC=CC=C21)[C@@H]2CNCC2)=O